C(C=1C(O)=CC=CC1)(=O)O.C(C=1C(O)=CC=CC1)(=O)O.[B] boron disalicylic acid